3-methyl-N-(2-methyl-4-(1,2,3,6-tetrahydropyridin-4-yl)phenyl)-4-(1,2,3,6-tetrahydropyridin-4-yl)benzamide CC=1C=C(C(=O)NC2=C(C=C(C=C2)C=2CCNCC2)C)C=CC1C=1CCNCC1